methyl-1-(6-methyl-4-(trifluoromethyl)pyridin-2-yl)-2,3-dihydro-1H-pyrrolo[3,2-c]pyridine-2-carboxamide CC1(CC=2C=NC=CC2N1C1=NC(=CC(=C1)C(F)(F)F)C)C(=O)N